(S)-4-(2-(4-(2-Acetyl-5-chlorophenyl)-3-methoxy-6-oxopyridazin-1(6H)-yl)-3-phenyl-Propionamido)benzoic acid sodium salt [Na+].C(C)(=O)C1=C(C=C(C=C1)Cl)C=1C(=NN(C(C1)=O)[C@H](C(=O)NC1=CC=C(C(=O)[O-])C=C1)CC1=CC=CC=C1)OC